ClC1=CC(=NC=C1)N1CCC(CC1)NC(=S)NC=1C=NC=CC1 1-(1-(4-Chloropyridin-2-yl)piperidin-4-yl)-3-(pyridin-3-yl)thiourea